CC1(OC[C@H](O1)CO)C (R)-2,2-dimethyl-1,3-dioxolan-4-ylcarbinol